BrCC1=CC=NN1CC 5-(bromomethyl)-1-ethyl-1H-pyrazole